6-chloro-4-[(3S,4S)-4-(4-chloro-2-methyl-anilino)-3-methyl-1-piperidinyl]-1-methyl-2-oxo-1,5-naphthyridine-3-carbonitrile ClC=1N=C2C(=C(C(N(C2=CC1)C)=O)C#N)N1C[C@@H]([C@H](CC1)NC1=C(C=C(C=C1)Cl)C)C